biscyclopentadienyl-dimethoxysilane C1(C=CC=C1)[Si](OC)(OC)C1C=CC=C1